O[C@@]12[C@]3(CCC(C=C3CC[C@H]1[C@@H]1CCC([C@@]1(C)CC2)=O)=O)C 9α-hydroxyandrostenedione